ClC1=C(C=CC(=C1)Cl)C(C)N1CCN(CC1)C(=O)OC(C)(C)C tert-Butyl 4-[1-(2,4-dichlorophenyl)ethyl]piperazine-1-carboxylate